C1CC(NC(=O)C1)C(=O)O The molecule is a delta-lactam that is piperidine-2-carboxylic acid substituted at position 6 by an oxo group. It has a role as a bacterial metabolite. It is a delta-lactam and a monocarboxylic acid. It is a conjugate acid of a 6-ketopiperidine-2-carboxylate.